C(C)C1=C(C(=NC=C1C1=CC=C(C=C1)O)CNCC#CC1=C(SC=2N=C(N(C(C21)=O)C2=NC=CC(=C2)C)S)C)C2=CC=C(C=C2)O 5-(3-(((4-ethyl-3,5-bis(4-hydroxyphenyl)pyridin-2-yl)methyl)amino)prop-1-yn-1-yl)-2-mercapto-6-methyl-3-(4-methylpyridin-2-yl)thieno[2,3-d]pyrimidin-4(3H)-one